NC1=CC=C(C=C1)NC(OCC1=CC=CC=C1)=O benzyl (4-aminophenyl)carbamate